[Cl-].OC=1C(=[O+]C2=CC(=CC(=C2C1)O)O)C1=CC(=C(C(=C1)OC)O)OC 3,4',5,7-Tetrahydroxy-3',5'-dimethoxyflavylium chloride